N-(2-(4,4-difluoropiperidin-1-yl)-6-methylpyrimidin-4-yl)-4-((2-hydroxyethyl)sulfonamido)-2-((1R,6S)-6-(hydroxymethyl)-3-azabicyclo[4.1.0]heptan-3-yl)benzamide FC1(CCN(CC1)C1=NC(=CC(=N1)NC(C1=C(C=C(C=C1)NS(=O)(=O)CCO)N1C[C@@H]2C[C@@]2(CC1)CO)=O)C)F